ClC1=CC=C(C=C1)C1=C(CCC(C1)(C)C)CN1C(N(CC1)CC1=C2CN(C(C2=CC=C1)=O)C1C(NC(CC1)=O)=O)=O 3-(4-((3-((4'-chloro-5,5-dimethyl-3,4,5,6-tetrahydro-[1,1'-biphenyl]-2-yl)methyl)-2-oxoimidazolidin-1-yl)methyl)-1-oxoisoindolin-2-yl)piperidine-2,6-dione